CC=1C(=C(C=CC1)OC(NC1CC(CC(C1)(C)C)(C)CNC(=O)OC1=C(C(=CC=C1)C)C)=O)C 3-((dimethylphenoxy)carbonylamino-methyl)-3,5,5-trimethylcyclohexylcarbamic acid (dimethylphenyl) ester